C1(CC1)C=1N=C(C(=NC1C=1C2=C(C=NC1)N(C=N2)C)C(=O)N)NC=2C(=NN(C2)C[C@H](CF)F)C |o1:29| 5-cyclopropyl-6-(3-methylimidazo[4,5-c]pyridin-7-yl)-3-[[3-methyl-1-[rel-(2R)-2,3-difluoropropyl]pyrazol-4-yl]amino]pyrazine-2-carboxamide